2-bromo-pyridine BrC1=NC=CC=C1